F[Sb-](F)(F)(F)(F)F.ClC=1C=C(C[S+](C)C2=CC=C(C=C2)O)C=C(C1)Cl 3,5-dichlorobenzyl-4-hydroxyphenyl-methyl-sulfonium hexafluoroantimonate